NC1=CC=C(C[C@H](N)C(=O)O)C=C1 L-4-amino-phenylalanine